FC1=CC(=C(C(=O)NCCC2=CNC3=CC(=CC=C23)C)C=C1)NC1=CC(=C(C(=C1)OC)OC)OC 4-fluoro-N-(2-(6-methyl-1H-indol-3-yl)ethyl)-2-((3,4,5-trimethoxyphenyl)amino)benzamide